ClC=1C=C(C2=C(C=C(O2)[C@H](C)NC(=O)C=2C=NN3C2N=CC=C3)C1)C(=O)OCC(F)(F)F 2,2,2-Trifluoroethyl (S)-5-chloro-2-(1-(pyrazolo[1,5-a]pyrimidine-3-carboxamido)ethyl)benzofuran-7-carboxylate